C(C1=CC=CC=C1)OC1=CC=C(C=C1)NC(C1=C(C=CC=C1)NC1=CC=NC2=CC(=CC=C12)C(F)(F)F)=O N-[4-(benzyloxy)phenyl]-2-[(7-trifluoromethylquinolin-4-yl)amino]benzamide